2-(3-(Benzo[d][1,3]dioxol-5-yl)-6,7-dimethoxy-2-(2-(methoxymethoxy)ethyl)-1-oxo-1,2-dihydroisoquinolin-4-yl)acetaldehyde O1COC2=C1C=CC(=C2)C=2N(C(C1=CC(=C(C=C1C2CC=O)OC)OC)=O)CCOCOC